FC1=C(C=C(C=C1)NC(=O)C1=C(N(C(=C1C)C(C(N[C@H](C(F)(F)F)C)=O)=O)C)C)NS(=O)(=O)C (S)-N-(4-fluoro-3-(methylsulfonylamino)phenyl)-1,2,4-trimethyl-5-(2-oxo-2-((1,1,1-trifluoroprop-2-yl)amino)acetyl)-1H-pyrrole-3-carboxamide